CONC O,N-dimethylhydroxylamine